COC(C=C)=O.CC(=C(C(=O)O)C)C.C=CC1=CC=CC=C1 styrene dimethyl-methacrylate Methyl-acrylate